tricyclohexyl-tin 3,5-pyrazoledicarboxylate N1N=C(C=C1C(=O)[O-])C(=O)[O-].C1(CCCCC1)[Sn+](C1CCCCC1)C1CCCCC1.C1(CCCCC1)[Sn+](C1CCCCC1)C1CCCCC1